C(C)(=O)N1CC2(C1)CC(C2)N2CCCCC[C@@](C1=NN=C(C=3C(=CC(=C(C2=O)N3)C(F)(F)F)N)O1)(C(F)(F)F)O (6R)-12-(2-acetyl-2-azaspiro[3.3]heptan-6-yl)-17-amino-6-hydroxy-6,15-bis(trifluoromethyl)-19-oxa-3,4,12,18-tetrazatricyclo[12.3.1.12,5]nonadeca-1(18),2,4,14,16-pentaen-13-one